ClC=1C2=C(N=CN1)NC=C2C 4-Chloro-5-methyl-7H-pyrrolo[2,3-d]-pyrimidine